C(CCCCCCCCCCCC)N(CCCCCCCCCCCCC)CCCCCCCCCCCCC tritridecyl-amine